OC[C@H](C1=CC=CC=C1)NC1=NC(=NC=C1C1=NOC(=N1)C)NC=1C=C2CCC(NC2=CC1)=O 6-[[4-[[(1S)-2-hydroxy-1-phenyl-ethyl]amino]-5-(5-methyl-1,2,4-oxadiazol-3-yl)pyrimidin-2-yl]amino]-3,4-dihydro-1H-quinolin-2-one